N1C=NC(=C1)CCNC(\C=C\C1=CSC=C1)=O (2E)-N-[2-(1H-imidazol-4-yl)ethyl]-3-(thiophen-3-yl)prop-2-enamide